1-(3-(((6-chloro-2-(trifluoromethyl)quinolin-4-yl)amino)methyl)azetidin-3-yl)-1H-pyrazole-3-carbonitrile ClC=1C=C2C(=CC(=NC2=CC1)C(F)(F)F)NCC1(CNC1)N1N=C(C=C1)C#N